C5-[2-(4-chloro-3-fluorophenoxy)acetamido]-6-oxopiperidine-2-carboxylic acid ethyl ester C(C)OC(=O)C1NC(C(CC1)NC(COC1=CC(=C(C=C1)Cl)F)=O)=O